The molecule is an organonitrogen heterocyclic compound that is 1H,5H-[1,4]dithiino[2,3-c:5,6-c']dipyrrole-1,3,5,7(2H,6H)-tetrone substituted at positions 2 and 6 by methyl groups. It has a role as an antifungal agrochemical. It is an organic heterotricyclic compound, a dicarboximide fungicide, an organosulfur pesticide, an organosulfur heterocyclic compound and an organonitrogen heterocyclic compound. It derives from a maleimide. CN1C(=O)C2=C(C1=O)SC3=C(S2)C(=O)N(C3=O)C